3-hydroxypropyl thioether OCCCSCCCO